FC1=C(C=CC(=C1)F)N1N=C(C2=CC=CC=C2C1=O)N1C[C@@H](CCCC1)NS(=O)(=O)CC (R)-N-(1-(3-(2,4-Difluorophenyl)-4-oxo-3,4-dihydrophthalazin-1-yl)azepan-3-yl)ethanesulfonamide